C(C1=CC=CC=C1)N1CC2(C(C1)C(=O)OC)CCN(CC2)CC2=CNC1=CC=C(C=C21)OC Methyl 2-benzyl-8-((5-methoxy-1H-indol-3-yl)methyl)-2,8-diazaspiro[4.5]decane-4-carboxylate